2-((6-(2-chloro-3-(3-chloro-2-(4-((((1r,4s)-4-hydroxycyclohexyl)amino)methyl)-3-methoxyphenyl)pyridin-4-yl)phenyl)-2-methoxypyridin-3-yl)methyl)-2,6-diazaspiro[3.4]octan-7-one ClC1=C(C=CC=C1C1=C(C(=NC=C1)C1=CC(=C(C=C1)CNC1CCC(CC1)O)OC)Cl)C1=CC=C(C(=N1)OC)CN1CC2(C1)CNC(C2)=O